3-amino-5-(4-fluorophenyl)-6-[3-methylimidazo[1,2-a]pyridin-6-yl]pyrazine-2-carboxylic acid NC=1C(=NC(=C(N1)C1=CC=C(C=C1)F)C=1C=CC=2N(C1)C(=CN2)C)C(=O)O